ClC1=CC=C(C(=N1)C1=NOC(N1)=O)NC(C)C=1C=C(C=C2C(N(C=3N(C12)C=NC3CC)C)=O)C 3-(6-Chloro-3-((1-(3-ethyl-4,7-dimethyl-5-oxo-4,5-dihydroimidazo[1,5-a]quinazolin-9-yl)ethyl)amino)pyridin-2-yl)-1,2,4-oxadiazol-5(4H)-one